N1C=NC(=C1)C1=C(N=C2N1C=C(C=N2)COC2CCOCC2)C2=NC(=NN2)C(F)(F)F 5-[3-(1H-imidazol-4-yl)-6-[(oxan-4-yloxy)methyl]imidazo[1,2-a]pyrimidin-2-yl]-3-(trifluoromethyl)-1H-1,2,4-triazole